[1,3]dioxan-4-carbaldehyde O1COC(CC1)C=O